BrCCOCC1C2C=CC(C1)C2 5-(2-bromoethoxymethyl)bicyclo[2.2.1]hept-2-en